(S)-1-(methylamino)-4-(4-((4-methylpyridin-2-yl)carbamoyl)phenyl)-2-(pyrrolidin-2-yl)-1H-imidazole-5-carboxamide CNN1C(=NC(=C1C(=O)N)C1=CC=C(C=C1)C(NC1=NC=CC(=C1)C)=O)[C@H]1NCCC1